The molecule is a urate(1-). It is a conjugate base of a 7H-purine-2,6,8-triol. It is a conjugate acid of a 2,6,8-trioxo-3,6,8,9-tetrahydro-2H-purine-1,7-diide. It is a tautomer of a 6,8-dioxo-6,7,8,9-tetrahydro-1H-purin-2-olate, a 2,8-dihydroxy-1H-purin-6-olate and a 2,6-dioxo-2,3,6,7-tetrahydro-1H-purin-8-olate. C12=C(NC(=O)N1)N=C(NC2=O)[O-]